aluminum nickel tin [Sn].[Ni].[Al]